CC1=CC=C2C(=NNC2=C1)C1=CC=C2CCN(C2=C1)C(=O)OC(C)(C)C tert-butyl 6-(6-methyl-1H-indazol-3-yl)-2,3-dihydroindole-1-carboxylate